2-hydroxy-1,3-dimethyl-9H-thioxanthone OC1=C(C=2C(C3=CC=CC=C3SC2C=C1C)=O)C